COC1=CC=C(CN(C(OC(C)(C)C)=O)C=2SC=C(N2)C2=NC=CC(=C2)C(F)(F)F)C=C1 tert-butyl (4-methoxybenzyl)(4-(4-(trifluoromethyl)pyridin-2-yl)thiazol-2-yl)carbamate